BrC1=NN(C(C2=CC=CC=C12)=O)C1CCC1 4-Bromo-2-cyclobutylphthalazin-1(2H)-one